CC1(NCC[C@H](C1)CN1CCOCC1)C (R)-4-((2,2-dimethylpiperidin-4-yl)methyl)morpholine